(NE)-N-[(6E)-2,4,4,7-tetramethylnon-6,8-dien-3-ylidene]hydroxylamine CC(C)/C(/C(C\C=C(\C=C)/C)(C)C)=N\O